4-hydroxy-4-(pyridin-2-yl)cyclohexane-1-carbaldehyde OC1(CCC(CC1)C=O)C1=NC=CC=C1